(4-chlorophenyl)-2-(pyridin-3-yl)-N-(3-(pyrrolidin-1-yl)propyl)pyrimidin-4-amine ClC1=CC=C(C=C1)C=1C(=NC(=NC1)C=1C=NC=CC1)NCCCN1CCCC1